N-[1-(5-{2-[(dimethylamino)methyl]-4-methoxyphenyl}thiophen-2-yl)ethyl]-6,7-dimethoxy-2-methylquinazolin-4-amine CN(C)CC1=C(C=CC(=C1)OC)C1=CC=C(S1)C(C)NC1=NC(=NC2=CC(=C(C=C12)OC)OC)C